2-(2,6-dimethyl-4-pyridyl)-6-(2-fluoro-4-pyridyl)-3-methyl-1H-indole CC1=NC(=CC(=C1)C=1NC2=CC(=CC=C2C1C)C1=CC(=NC=C1)F)C